4-chloro-2-(6-oxa-3-azabicyclo[3.1.1]heptan-3-yl)thiazole-5-carbaldehyde ClC=1N=C(SC1C=O)N1CC2OC(C1)C2